C(C)C1(C2CC3CC(CC1C3)C2)OC(C=C)=O acrylic acid-2-ethyl-2-adamantyl ester